N-[3-(cyclopropylamino)-2,3-dioxo-1-[[2-oxo-3-piperidyl]methyl]propyl]-3-[3,3-dimethyl-2-[(2,2,2-trifluoroacetyl)amino]butanoyl]-6,6-dimethyl-3-azabicyclo[3.1.0]hexane-2-carboxamide C1(CC1)NC(C(C(CC1C(NCCC1)=O)NC(=O)C1C2C(C2CN1C(C(C(C)(C)C)NC(C(F)(F)F)=O)=O)(C)C)=O)=O